C(C)(C)(C)OC(=O)OC1=C(C=C(C=C1C)[S+](C1=CC=CC=C1)C1=CC=CC=C1)C (4-tert-butoxycarbonyloxy-3,5-dimethylphenyl)diphenylsulfonium